FC(C(=O)O)(F)F.COC(CC)=O propanoic acid methyl ester trifluoroacetate